C1(=CC=CC=C1)C=1[SiH](C=CC1)C1=CC=CC=C1 diphenyl-silol